CN1COC2=C1C=C(C=C2)B2OC(C(O2)(C)C)(C)C 3-Methyl-5-(4,4,5,5-tetramethyl-1,3,2-dioxaborolan-2-yl)-1,3-benzoxazol